1-methyl-3-(trifluoromethyl)-5,6,7,8-tetrahydroimidazo[1,5-a]pyrazine CC=1N=C(N2C1CNCC2)C(F)(F)F